CC(C(=O)O)CCCCCCCCCCC=CCC=CC methyl-13,16-octadecadienoic acid